C1(CC1)C1=NNC(=C1)NC1=CC2=C(C(=NO2)NS(=O)(=O)C2=C(C=C(C=C2OC)C2N(C[C@H](C2)F)C)OC)C=C1OC N-{6-[(3-cyclopropyl-1H-pyrazol-5-yl)amino]-5-methoxy-1,2-benzoxazol-3-yl}-4-[(4S)-4-fluoro-1-methylpyrrolidin-2-yl]-2,6-dimethoxybenzene-1-sulfonamide